(1S,3R)-3-acetamido-N-(5-(tert-butylamino)-7-cyano-2,6-naphthyridin-3-yl)cyclohexane-1-carboxamide C(C)(=O)N[C@H]1C[C@H](CCC1)C(=O)NC=1N=CC2=CC(=NC(=C2C1)NC(C)(C)C)C#N